C(C=C)(=O)N1C[C@H](CC1)C1=NN(C=2C(=NNC(C21)=O)N)C2=CC=C(C=C2)OC2=C(C(=CC=C2)F)F (S)-3-(1-acryloylpyrrolidin-3-yl)-7-amino-1-(4-(2,3-difluorophenoxy)phenyl)-1,5-dihydro-4H-pyrazolo[3,4-d]pyridazin-4-one